C(C)OC1=NC(=NC=C1)NCC1=C(N=NN1C)C1=CC=C(C(=N1)C)OC[C@H]1[C@@H](CC1)C(=O)O |r| (±)-(1R,2R)-2-(((6-(5-(((4-ethoxypyrimidin-2-yl)amino)methyl)-1-methyl-1H-1,2,3-triazol-4-yl)-2-methylpyridin-3-yl)oxy)methyl)cyclobutane-1-carboxylic acid